ClC1=CC=C(N=N1)N1CCN(CC1)CC=1C=C2CN(C(C2=CC1)=O)C1CNCCC1 3-(5-((4-(6-chloropyridazin-3-yl)piperazin-1-yl)methyl)-1-oxoisoindoline-2-yl)piperidine